4-piperidinyl-carboxylate N1CCC(CC1)C(=O)[O-]